4-[5-(2-aminoethyl)pyrimidin-2-yl]-3-[(4-cyclopropyl-triazol-1-yl)methyl]Benzonitrile NCCC=1C=NC(=NC1)C1=C(C=C(C#N)C=C1)CN1N=NC(=C1)C1CC1